3,6-Dimethyl-8-[(1R)-1-[2-(1-methylimidazol-4-yl)anilino]ethyl]-2-phenyl-chromen-4-one CC1=C(OC2=C(C=C(C=C2C1=O)C)[C@@H](C)NC1=C(C=CC=C1)C=1N=CN(C1)C)C1=CC=CC=C1